(R,Z)-4-fluoro-1-((2'-methyl-5-(pyrrolidin-1-yl)-[1,1'-biphenyl]-2-yl)sulfonyl)-N-(4-(methylsulfonyl)but-3-en-2-yl)piperidine-4-carboxamide FC1(CCN(CC1)S(=O)(=O)C1=C(C=C(C=C1)N1CCCC1)C1=C(C=CC=C1)C)C(=O)N[C@H](C)\C=C/S(=O)(=O)C